N=1C=CN2C1C=CC(=C2)C#N imidazo[1,2-a]pyridine-6-carbonitrile